5-(4-(4-(6-aminopyridine-3-yl)-6-morpholinyl-1,3,5-triazin-2-yl)piperazin-1-yl)-N-hydroxypentanamide NC1=CC=C(C=N1)C1=NC(=NC(=N1)N1CCOCC1)N1CCN(CC1)CCCCC(=O)NO